8-[(2r,5r)-4-[1-(4-fluorophenyl)ethyl]-5-(hydroxymethyl)-2-methylpiperazin-1-yl]-5-methyl-6-oxo-5,6-dihydro-1,5-naphthyridine-2-carbonitrile FC1=CC=C(C=C1)C(C)N1C[C@H](N(C[C@@H]1CO)C1=CC(N(C=2C=CC(=NC12)C#N)C)=O)C